N,N-dimethyl-ammonium iodide [I-].C[NH2+]C